BrC=1C=C2C(=NN(C2=CC1)CC(=O)OC(C)(C)C)C(NS(=O)(=O)C)=O tert-Butyl 2-(5-bromo-3-((methylsulfonyl)carbamoyl)-1H-indazol-1-yl)acetate